COC([C@H](NC(C(CCOCC1=CC=CC=C1)C)=O)CC1=CC=CC=C1)=O N-[4-(benzyloxy)-2-methylbutanoyl]-D-phenylalanine methyl ester